ClC=1OC2=C(N1)C(=CC=C2)F 2-chloro-4-fluoro-1,3-benzoxazole